The molecule is a 1-(alk-1-enyl)-2-acyl-sn-glycero-3-phosphoethanolamine in which the alkyl and the acyl groups at positions 1 and 2 are specified as (1Z)-octadecenyl and (4Z,7Z,10Z,13Z,16Z)-docosapentaenoyl respectively. It has a role as a mouse metabolite. It derives from a (4Z,7Z,10Z,13Z,16Z)-docosa-4,7,10,13,16-pentaenoic acid. CCCCCCCCCCCCCCCC/C=C\\OC[C@H](COP(=O)(O)OCCN)OC(=O)CC/C=C\\C/C=C\\C/C=C\\C/C=C\\C/C=C\\CCCCC